C(#N)C1=CC(=C(OCC2=CC=CC(=N2)OC2CCN(CC2)CC2=NC3=C(N2CC2=CN=C(N2C)C)C=C(C=C3)C(=O)O)C=C1)F 2-((4-((6-((4-cyano-2-fluorophenoxy)methyl)pyridin-2-yl)oxy)piperidin-1-yl)methyl)-1-((1,2-dimethyl-1H-imidazol-5-yl)methyl)-1H-benzo[d]imidazole-6-carboxylic acid